COC=1C=CC2=C(N=CO2)C1 5-Methoxybenzo[d]oxazole